3-cyclobutyl-1-(3-(3,6-difluoro-9H-carbazol-9-yl)-2-hydroxypropyl)pyrrolidin-2-one C1(CCC1)C1C(N(CC1)CC(CN1C2=CC=C(C=C2C=2C=C(C=CC12)F)F)O)=O